N-[5-chloro-7-(2-methylpropyl)imidazo[4,3-f][1,2,4]triazin-2-yl]-1-methanesulfonylpiperidin-4-amine ClC=1N=C(N2N=C(N=CC21)NC2CCN(CC2)S(=O)(=O)C)CC(C)C